6-Bromo-N-(1-ethylpiperidin-4-yl)-2-{4-[4-(pyridin-2-ylmethyl)piperazin-1-yl]phenyl}-3H-imidazo[4,5-b]pyridin-7-amine BrC=1C(=C2C(=NC1)NC(=N2)C2=CC=C(C=C2)N2CCN(CC2)CC2=NC=CC=C2)NC2CCN(CC2)CC